(4-(bis(4-methoxybenzyl)amino)-2-butoxyimidazo[2,1-f][1,2,4]triazin-7-yl)(3-(morpholinomethyl)phenyl)methanol COC1=CC=C(CN(C2=NC(=NN3C2=NC=C3C(O)C3=CC(=CC=C3)CN3CCOCC3)OCCCC)CC3=CC=C(C=C3)OC)C=C1